COC1=C(C=C(C=C1)CC(C)=O)S(=O)(=O)N 2-methoxy-5-(2-oxopropyl)benzenesulfonamide